tert-butyl((3S)-1-(3-methyl-5-(4-(4-(tetrahydrofuran-3-yl)piperazin-1-yl)phenyl)thiophene-2-carbonyl)pyrrolidin-3-yl)carbamate C(C)(C)(C)OC(N[C@@H]1CN(CC1)C(=O)C=1SC(=CC1C)C1=CC=C(C=C1)N1CCN(CC1)C1COCC1)=O